CNC(=O)C1(CC2=CC=C(C=C2C1)[N+](=O)[O-])NC(OC(C)(C)C)=O tert-butyl (2-(methylcarbamoyl)-5-nitro-2,3-dihydro-1H-inden-2-yl)carbamate